C1C2(CN3C=CC=C13)CC2 1'H,3'H-spiro[cyclopropan-1,2'-pyrrolizin]